8-tert-butyl-3-(3,5-dichlorophenyl)-N-[(4S)-3,4-dihydro-2H-1-benzopyran-4-yl]-2-methylimidazo[1,2-b]Pyridazine-7-carboxamide C(C)(C)(C)C=1C=2N(N=CC1C(=O)N[C@H]1CCOC3=C1C=CC=C3)C(=C(N2)C)C2=CC(=CC(=C2)Cl)Cl